C(CCCCCCCCC\C=C/CCCCCCCC(=O)N)CCCCCCCC\C=C/CCCCCCCC(=O)N ethylenebis-Oleamide